(3R,4S)-4-hydroxypyrazine ON1CC=NC=C1